P(O)(=O)(OP(=O)(O)OP(=O)(O)O)OC[C@@H]1[C@H](C[C@@H](O1)N1C(=O)N=C(N)C(=C1)O)O 5-hydroxy-2'-deoxycytidine-5'-triphosphate